2-hydrazinylthiazole-5-carboxylic Acid N(N)C=1SC(=CN1)C(=O)O